FC=1C=C2CCN(C2=CC1[S@@](=O)(=NC)C)C(=O)[C@@H]1CC2=CC=C(C=C2C1)C1=NC=CC=C1 (R)-(5-fluoro-1-((R)-5-(pyridin-2-yl)-2,3-dihydro-1H-indene-2-carbonyl)indolin-6-yl)(methyl)(methylimino)-λ6-sulfanone